ClC1=CC=CC(=N1)C1CCN(CC1)CC1=NC2=C(N1C[C@H]1OCC1)C=C(C=C2)C(=O)[O-] (S)-2-((4-(6-chloropyridin-2-yl)piperidin-1-yl)methyl)-1-((oxetan-2-yl)methyl)-1H-benzo[d]imidazole-6-carboxylate